C(CC)N1C=2N(C=3N=C(NC3C1=O)C=1C=NN(C1)C1CCOCC1)C=CN2 5-propyl-2-(1-tetrahydropyran-4-ylpyrazol-4-yl)-3H-imidazo[2,1-b]purin-4-one